C(C1=CC(OC)=C(O)C=C1)(=O)O.[Zn] Zinc vanillic acid